N-methyl-2-[4-(2-methyl-7-morpholinoquinazolin-5-yl)oxycyclohexyl]-pyrimidin CN1C(N=CC=C1)C1CCC(CC1)OC1=C2C=NC(=NC2=CC(=C1)N1CCOCC1)C